3-(4-methanesulfonylphenyl)-4-methyl-1-(oxan-4-ylmethyl)-1H-pyrazol-5-ol CS(=O)(=O)C1=CC=C(C=C1)C1=NN(C(=C1C)O)CC1CCOCC1